CC(C(C1=CC=C(C=C1)OC1=CC=C(C=C1)C(C(CC)(C)C)(C)C)(C)C)(CC)C p-(tetramethylbutyl)phenyl ether